4,4'''-dihydroxy-p-quaterphenyl OC1=CC=C(C=C1)C1=CC=C(C=C1)C1=CC=C(C=C1)C1=CC=C(C=C1)O